1-[4-(4-butoxy-thiazol-2-yl)-2,6-difluoro-phenyl]-ethyl acetate C(C)(=O)OC(C)C1=C(C=C(C=C1F)C=1SC=C(N1)OCCCC)F